FC(C(=O)O)(F)F.CC1=C(OCCCN)C=C(C(=C1)C)[N+](=O)[O-] 3-(2,4-dimethyl-5-nitrophenoxy)propan-1-amine trifluoroacetate salt